CN1N=CC2=C1C=NC=C2C=O 1-METHYL-1H-PYRAZOLO[3,4-C]PYRIDINE-4-CARBALDEHYDE